(2-aminoethyl)-N-[(3-chlorophenyl)methyl]but-3-enamide hydrochloride Cl.NCCC(C(=O)NCC1=CC(=CC=C1)Cl)C=C